FC1=C(C=C(C=N1)NC(=O)C1=C(N(C(=C1C)C(C(NC1(CCOCC1)C(F)(F)F)=O)=O)C)C)C N-(6-fluoro-5-methylpyridin-3-yl)-1,2,4-trimethyl-5-(2-oxo-2-((4-(trifluoromethyl)tetrahydro-2H-pyran-4-yl)amino)acetyl)-1H-pyrrole-3-carboxamide